4-(piperazin-1-yl)quinoline N1(CCNCC1)C1=CC=NC2=CC=CC=C12